C([O-])([O-])=O.[Ni+2] Nickel(II) carbonat